C1(=CC(=CC=C1)N1C=2C=C(C=CC2B2C3=C(C=CC=C13)N(C=1C=C(C=CC12)N(C1=CC=CC=C1)C1=CC=CC=C1)C1=CC=CC=C1)C1=CC=CC=C1)C1=CC=CC=C1 9-[1,1'-biphenyl]-3-yl-N,N,5,11-tetraphenyl-5,9-dihydro-5,9-diaza-13b-boranaphtho[3,2,1-de]anthracene-3-amine